ClC1=C(C=CC(=C1)F)SCC(=O)N1CCN(CC1)C(=O)[C@H]1[C@@H](C1)C1=CC=CC=C1 2-((2-Chloro-4-fluorophenyl)thio)-1-(4-(trans-2-phenylcyclopropanecarbonyl)piperazin-1-yl)ethanone